2-nitro-5-thiocyanobenzoic acid [N+](=O)([O-])C1=C(C(=O)O)C=C(C=C1)SC#N